(S)-5-methoxy-1,2,3,4-tetrahydro-1-naphthylamine COC1=C2CCC[C@@H](C2=CC=C1)N